C1(CC1)C1=NC=NC(=C1C1=NN2C(C=NC=C2CC2=CC(=C(C(=C2)F)C=2N(C=C(N2)C(F)(F)F)CC)F)=N1)OC 2-(4-cyclopropyl-6-methoxypyrimidin-5-yl)-5-(4-(1-ethyl-4-(trifluoromethyl)-1H-imidazol-2-yl)-3,5-difluorobenzyl)-[1,2,4]triazolo[1,5-a]pyrazine